1-(4-fluoro-2-methylphenyl)-3-(6-oxo-1,6-dihydropyridazin-3-yl)-7-(trifluoromethyl)-2,3-dihydroquinazolin-4(1H)-one FC1=CC(=C(C=C1)N1CN(C(C2=CC=C(C=C12)C(F)(F)F)=O)C1=NNC(C=C1)=O)C